6-chloro-3-[1-(2-ethylsulfanyl-6-methyl-4-oxo-chromen-8-yl)ethylamino]Pyridine-2-carboxylic acid ClC1=CC=C(C(=N1)C(=O)O)NC(C)C=1C=C(C=C2C(C=C(OC12)SCC)=O)C